CN(CC#CC1=CC=C(C=N1)N1C=CC=2N=C(N=C(C21)C(=O)N)N2C=NC=C2)C (6-(3-(dimethylamino)prop-1-yn-1-yl)pyridin-3-yl)-2-(1H-imidazol-1-yl)-5H-pyrrolo[3,2-d]pyrimidine-4-carboxamide